phosphate diammonium salt [NH4+].[NH4+].P(=O)([O-])([O-])O